4-benzyl-3-methyl-phenol C(C1=CC=CC=C1)C1=C(C=C(C=C1)O)C